1-(3-fluorophenyl)prop-2-en-1-one FC=1C=C(C=CC1)C(C=C)=O